1-(3-methylpiperazin-2-yl)ethan-1-ol CC1C(NCCN1)C(C)O